N-(3-(2-((1,5-dimethyl-1H-pyrazol-3-yl)amino)-5-methylpyrimidin-4-yl)-1H-indol-7-yl)-2-(4-hydroxypiperidin-1-yl)acetamide CN1N=C(C=C1C)NC1=NC=C(C(=N1)C1=CNC2=C(C=CC=C12)NC(CN1CCC(CC1)O)=O)C